2-(4-(4-(2-furoyloxy)cyclohexylmethyl)piperazin-1-yl)-6-(trifluoromethyl)-8-nitro-benzothiopyran-4-one O1C(=CC=C1)C(=O)OC1CCC(CC1)CN1CCN(CC1)C=1SC2=C(C(C1)=O)C=C(C=C2[N+](=O)[O-])C(F)(F)F